(R)-5-(4-(2-(5-amino-8-(furan-2-yl)-2-oxothiazolo[5,4-e][1,2,4]triazolo[1,5-c]pyrimidin-3(2H)-yl)ethyl)piperazin-1-yl)-2,4-difluoro-N-(2-(methylsulfinyl)ethyl)benzamide NC1=NC2=C(C=3N1N=C(N3)C=3OC=CC3)SC(N2CCN2CCN(CC2)C=2C(=CC(=C(C(=O)NCC[S@](=O)C)C2)F)F)=O